C1(CCC(CC1)C(=O)O)C(=O)O 1,4-cyclohexane-dicarboxylic acid